aluminum tris(ethyl 3-oxobutyrate) C(C)C(C(=O)[O-])C(C)=O.C(C)C(C(=O)[O-])C(C)=O.C(C)C(C(=O)[O-])C(C)=O.[Al+3]